14-(4-(4-(trifluoromethoxy)phenyl)piperazin-1-yl)-3,6,9,12-tetraoxahexadecane-16-oic acid ethyl ester C(C)OC(CC(COCCOCCOCCOCC)N1CCN(CC1)C1=CC=C(C=C1)OC(F)(F)F)=O